N-[(5-chlorothiophen-2-yl)methyl]-3-(piperidin-4-yl)-1-(thiophene-3-carbonyl)-1H-pyrazol-5-amine hydrochloride Cl.ClC1=CC=C(S1)CNC1=CC(=NN1C(=O)C1=CSC=C1)C1CCNCC1